5-((4-methoxybenzyl)thio)-1-methylpyridin-2(1H)-one COC1=CC=C(CSC=2C=CC(N(C2)C)=O)C=C1